(5-(azetidin-3-ylamino)-2-methylphenyl)-2-(2-((4-isopropylbenzyl)thio)-4H-imidazo[4,5-b]pyridin-4-yl)butanamide N1CC(C1)NC=1C=CC(=C(C1)C(C(=O)N)(CC)N1C=2C(=CC=C1)N=C(N2)SCC2=CC=C(C=C2)C(C)C)C